1-(5-((1-(2-cyclohexyl-2,2-difluoroethyl)piperidin-4-yl)methyl)pyrazolo[1,5-a]pyridin-3-yl)dihydropyrimidine-2,4(1H,3H)-dione C1(CCCCC1)C(CN1CCC(CC1)CC1=CC=2N(C=C1)N=CC2N2C(NC(CC2)=O)=O)(F)F